(R)-8-(3-(methoxymethyl)-4-methylpiperazin-1-yl)-7-methyl-1,2,3,4-tetrahydro-5H-chromeno[3,4-c]pyridin-5-one COC[C@H]1CN(CCN1C)C=1C=CC2=C(C1C)OC(C=1CNCCC12)=O